1,4-cyclohexandicarboxylic acid C1(CCC(CC1)C(=O)O)C(=O)O